N-(azetidin-3-yl)-6-((1S,3R)-2-(bicyclo[1.1.1]pentan-1-yl)-3-methyl-2,3,4,9-tetrahydro-1H-pyrido[3,4-b]indol-1-yl)pyridin-3-amine N1CC(C1)NC=1C=NC(=CC1)[C@H]1N([C@@H](CC2=C1NC1=CC=CC=C21)C)C21CC(C2)C1